(E)-N-(5-(3-hydroxy-4-((hydroxyimino)methyl)phenyl)thiazol-2-yl)-1-methylpiperidine-4-carboxamide OC=1C=C(C=CC1/C=N/O)C1=CN=C(S1)NC(=O)C1CCN(CC1)C